7-bromo-3-ethyl-8-methoxy-2,3-dihydro-1,5-benzothiazepine-4(5H)-one BrC=1C(=CC2=C(NC(C(CS2)CC)=O)C1)OC